octadecane-2,8-diol CC(CCCCCC(CCCCCCCCCC)O)O